2-((furan-2-ylmethyl)thio)ethane-1-amine O1C(=CC=C1)CSCCN